BrC=1C=C(C2=CC=CC=C2C1)C(C)NC(OC(C)(C)C)=O tert-butyl (1-(3-bromonaphthalen-1-yl)ethyl)carbamate